4-((S)-5-(3-bromo-2-fluoro-5-(trifluoromethyl)phenyl)-5-(trifluoromethyl)-4,5-dihydro-isoxazol-3-yl)-N-((S)-1-ethyl-5-oxopyrrolidin-3-yl)-2-methylbenzamide BrC=1C(=C(C=C(C1)C(F)(F)F)[C@@]1(CC(=NO1)C1=CC(=C(C(=O)N[C@@H]2CN(C(C2)=O)CC)C=C1)C)C(F)(F)F)F